FC1(OC2=C(O1)C=CC(=C2)[C@H]2[C@](C[C@@H]1N2C([C@H](N(C1=O)C)C)=O)(C#N)C)F |r| Rac-(3r,6s,7s,8as)-6-(2,2-difluorobenzo[d][1,3]dioxol-5-yl)-2,3,7-trimethyl-1,4-dioxooctahydro-pyrrolo[1,2-a]pyrazine-7-carbonitrile